O=C1N(CC(N1)C#CC)C(=O)[O-] 2-oxo-4-(prop-1-yn-1-yl)imidazolidine-1-carboxylate